C1(CCC1)N[C@@H]1CN(CC1)C1=C(C=C(N=N1)C1=C(C=C(C=C1)C1=CN=NC(=C1)OC)O)C 2-{6-[(3S)-3-(cyclobutylamino)pyrrolidin-1-yl]-5-methylpyridazin-3-yl}-5-(6-methoxypyridazin-4-yl)phenol